2-(3,6-Difluoropyridin-2-yl)-1-methyl-5-(trifluoromethyl)-1H-benzimidazole FC=1C(=NC(=CC1)F)C1=NC2=C(N1C)C=CC(=C2)C(F)(F)F